ClC1=NC=C(C(=O)NC([2H])([2H])[2H])C(=C1F)NC1=CC=CC=2C=3C(CN(C12)C)=NN(N3)C 6-chloro-4-((2,5-dimethyl-4,5-dihydro-2H-[1,2,3]triazolo[4,5-c]quinolin-6-yl)amino)-5-fluoro-N-(methyl-d3)nicotinamide